BrC1=CC(=CN1S(=O)(=O)C1=CC(=CC=C1)OC)C=O 5-Bromo-1-((3-methoxyphenyl)sulfonyl)-1H-pyrrole-3-carbaldehyde